ClC=1C(=CC(=NC1)C(=O)NC1=CC(=C(C=C1)C)NC1=NC=CC=C1C1=C2N=CN(C2=NC=N1)C1OCCCC1)C#N 5-chloro-4-cyano-N-(4-methyl-3-((3-(9-(tetrahydro-2H-pyran-2-yl)-9H-purin-6-yl)pyridin-2-yl)amino)phenyl)picolinamide